[N-]=C=O.[N-]=C=O.CC1CCCCC1 methylcyclohexane di-isocyanate